NCC1=C2C(=CN=CC2=CC=C1)N1C(N=C(N(C1=O)CC1=CC(=C(C(=C1)F)F)F)NC1=C(C2=C(N=C(O2)C)C=C1Cl)CCCCC(=O)OC)=O Methyl 5-(6-((5-(5-(aminomethyl)isoquinolin-4-yl)-4,6-dioxo-1-(3,4,5-trifluorobenzyl)-1,4,5,6-tetrahydro-1,3,5-triazin-2-yl)amino)-5-chloro-2-methylbenzo[d]oxazol-7-yl)pentanoate